FC=1C(=C(C=C(C1)F)C1CCN(CC1)C(=O)C1=NNC2=C1CN(CC2)C(=O)OC)C(F)(F)F methyl 3-(4-(3,5-difluoro-2-(trifluoromethyl) phenyl) piperidine-1-carbonyl)-6,7-dihydro-1H-pyrazolo[4,3-c]pyridine-5(4H)-carboxylate